2-[4-(Hydroxymethyl)cyclohexyl]-7-isopropoxy-N-[2-oxo-1-[(1s,2r)-2-fluorocyclopropyl]-3-pyridinyl]imidazo[1,2-a]pyridine-6-carboxamide OCC1CCC(CC1)C=1N=C2N(C=C(C(=C2)OC(C)C)C(=O)NC=2C(N(C=CC2)[C@@H]2[C@@H](C2)F)=O)C1